5-chloro-N-((1R,2S)-2-(3,4-difluorophenyl)cyclopropyl)thiazolo[5,4-d]pyrimidin-7-amine ClC=1N=C(C2=C(N1)SC=N2)N[C@H]2[C@@H](C2)C2=CC(=C(C=C2)F)F